1-(2-(((2-chloro-6-methylpyridin-4-yl)amino)methyl)-6-cyclopropylimidazo-[1,2-a]pyridin-8-yl)-3-methylimidazolidine-2,4-dione ClC1=NC(=CC(=C1)NCC=1N=C2N(C=C(C=C2N2C(N(C(C2)=O)C)=O)C2CC2)C1)C